CCC(CC)C1=CC2=C(C3=CC=CC=C3C=C2C=C1)C(CC)CC 2,9-di(pentan-3-yl)anthracene